FC=1C=C(C=NC1)OC1=C(C=C(C=C1)NC1=NC=NC2=CC=3OC[C@H]4NCCN(C3N=C21)C4)C (10S)-N-(4-((5-fluoropyridin-3-yl)oxy)-3-methylphenyl)-8,9,10,11-tetrahydro-7H-6,10-methanopyrimido[4',5':5,6]pyrido[3,2-b][1,4,7]oxadiazonin-4-amine